CN1N=CC(=C1)C 1,4-Dimethylpyrazole